Valine-d5 N([C@@](C(C[2H])(C)[2H])(C(=O)O)[2H])([2H])[2H]